2-(((2s,4s,6s)-6-((7-methoxyquinazolin-4-yl)amino)spiro[3.3]heptan-2-yl)oxy)nicotinamide COC1=CC=C2C(=NC=NC2=C1)NC1CC2(CC(C2)OC2=C(C(=O)N)C=CC=N2)C1